oxetan-3-yl ((1r,4r)-4-(5-(2-(N-(tert-butyl)sulfamoyl)-4-(3-(pyridin-2-ylmethyl)ureido)phenyl)thiazol-2-yl)cyclohexyl)carbamate C(C)(C)(C)NS(=O)(=O)C1=C(C=CC(=C1)NC(=O)NCC1=NC=CC=C1)C1=CN=C(S1)C1CCC(CC1)NC(OC1COC1)=O